3-bromo-6,8-difluoro-7-hydroxy-2,2-dimethylchroman BrC1C(OC2=C(C(=C(C=C2C1)F)O)F)(C)C